15-Hydroxy-triaconta-17,20-dienoic acid OC(CCCCCCCCCCCCCC(=O)O)CC=CCC=CCCCCCCCCC